C1(CCC1)OC=1C=C(C(=C(C(=O)O)C1)C)N(C1CCOCC1)CC 5-cyclobutoxy-3-(ethyl-(tetrahydro-2H-pyran-4-yl)amino)-2-methylbenzoic acid